(S)-N-(8,9-difluoro-6-oxo-1,2,3,4,5,6-hexahydrobenzo[c][1,7]naphthyridin-1-yl)-5-bromo-N-methylisoindoline-2-carboxamide FC=1C(=CC2=C(C(NC=3CNC[C@H](C23)N(C(=O)N2CC3=CC=C(C=C3C2)Br)C)=O)C1)F